Tert-butyl N-[3-(tert-butoxycarbonylamino)-2-[[3-[[4-[4-(3,5-dichlorophenyl)piperazin-1-yl]sulfonylphenyl]carbamoyl]-4-[methyl(methylsulfonyl)amino]phenyl]methylamino] propyl]carbamate C(C)(C)(C)OC(=O)NCC(CNC(OC(C)(C)C)=O)NCC1=CC(=C(C=C1)N(S(=O)(=O)C)C)C(NC1=CC=C(C=C1)S(=O)(=O)N1CCN(CC1)C1=CC(=CC(=C1)Cl)Cl)=O